CC=1C(=NC(=NC1)NC=1C=NN(C1)C1CCN(CC1)C)C1=CC=C(C=C1)O 4-(5-Methyl-2-((1-(1-methylpiperidin-4-yl)-1H-pyrazol-4-yl)amino)pyrimidin-4-yl)phenol